C1(=CC=C(C=C1)C=1N=NN(C1)CC1=CC=C(C=C1)C1=NOC(=N1)C(F)(F)F)C 3-[4-[[4-(p-tolyl)triazol-1-yl]methyl]phenyl]-5-(trifluoromethyl)-1,2,4-oxadiazole